6-[(2R)-2-methyl-4-[1-(7-methyl-6-oxo-5H-1,5-naphthyridin-3-yl)ethyl]piperazin-1-yl]pyridine-3-carbonitrile C[C@H]1N(CCN(C1)C(C)C=1C=NC=2C=C(C(NC2C1)=O)C)C1=CC=C(C=N1)C#N